4-[4-((S)-1-amino-ethyl)-phenoxy]-piperidine-1-carboxylic acid benzyl ester hydrochloride Cl.C(C1=CC=CC=C1)OC(=O)N1CCC(CC1)OC1=CC=C(C=C1)[C@H](C)N